NC1=C(C(=CC=C1)NC=1C=C2C(=CN1)SC(=C2)C(=O)C2=C(C(=CC(=C2F)OC)OC)F)C (5-(2-amino-6-tolylamino)thieno[2,3-c]pyridin-2-yl)(2,6-difluoro-3,5-dimethoxyphenyl)methanone